1-((3-acetamido-4-((4-methyl-5-nitrothiazol-2-yl)carbamoyl)phenyl)amino)-3,6,9,12,15-pentaoxaoctadecan-18-oic acid C(C)(=O)NC=1C=C(C=CC1C(NC=1SC(=C(N1)C)[N+](=O)[O-])=O)NCCOCCOCCOCCOCCOCCC(=O)O